C(C#C)N1C(C=NC2=CC=CC=C12)=O N-propargyl-2(1H)quinoxalinone